6-(4-(dimethylamino)phenyl)-2-(tricosan-12-yl)-1H-benzo[de]isoquinoline-1,3(2H)-dione CN(C1=CC=C(C=C1)C=1C=CC=2C(N(C(C3=CC=CC1C23)=O)C(CCCCCCCCCCC)CCCCCCCCCCC)=O)C